N-(2-((1r,3r,5r,7r)-adamantan-2-ylamino)ethyl)-5-(4-chlorophenyl)-1-(3,4-dimethylphenyl)-4-methyl-1H-pyrazole-3-carboxamide C12C(C3CC(CC(C1)C3)C2)NCCNC(=O)C2=NN(C(=C2C)C2=CC=C(C=C2)Cl)C2=CC(=C(C=C2)C)C